C1C(CC2=CC=CC=C12)NC(=O)C1=COCO1 Dioxole-5-carboxylic acid indan-2-ylamide